OC(CN(CCCCC1CNC(CN1)CCCCN(CC(CCCCCCCCCC)O)CC(CCCCCCCCCC)O)CC(CCCCCCCCCC)O)CCCCCCCCCC 3,6-bis(4-(bis(2-hydroxydodecyl)amino)butyl)piperazine